FC1=C(C(=O)NN2CCNCC2)C=C(C=C1)OC 2-fluoro-5-methoxy-N-(piperazin-1-yl)benzamide